(4-((3-(7-(((Z)-3-fluoro-1-methylpiperidin-4-yl)amino)-3-(2,2,2-trifluoroethyl)benzo[b]thiophen-2-yl)prop-2-yn-1-yl)amino)-3-methoxyphenyl)dimethylphosphine oxide FC1CN(CCC1NC1=CC=CC2=C1SC(=C2CC(F)(F)F)C#CCNC2=C(C=C(C=C2)P(C)(C)=O)OC)C